Boc-3-chloro-D-phenylalanine C(=O)(OC(C)(C)C)N[C@H](CC1=CC(=CC=C1)Cl)C(=O)O